4-allyl-n-heptane C(C=C)C(CCC)CCC